{6-[(3S,4S)-4-amino-3-methyl-2-oxa-8-azaspiro[4.5]dec-8-yl]-3-iodo-1-{[2-(trimethylsilyl)ethoxy]methyl}-1H-pyrazolo[3,4-b]pyrazin-5-yl}methanol N[C@@H]1[C@@H](OCC12CCN(CC2)C2=C(N=C1C(=N2)N(N=C1I)COCC[Si](C)(C)C)CO)C